ClC=1C(=CC(=C(NC)C1)SC1=CC=CC=C1)SC1=CC=CC=C1 5-chloro-N-methyl-2,4-di(phenylthio)aniline